OP(O)OP(O)O.CC(COC(C)CO)O dipropyleneglycol diphosphite